S1C2=C(C(=C1)NC(=O)C=1C=C3CN(C(C3=CC1F)=O)C1C(NC(CC1)=O)=O)C=CC=C2 N-(benzo[b]thiophen-3-yl)-2-(2,6-dioxopiperidin-3-yl)-6-fluoro-1-oxoisoindoline-5-carboxamide